TriFluorotoluene CC1=C(C=C(C=C1F)F)F